CN1CCN(CC1)C=1C=CC(=NC1)NC=1C=CC(=C2CNC(C12)=O)C1=CC(=NC=C1)N1CCC(CC1)C#N 1-[4-[7-[[5-(4-methylpiperazin-1-yl)-2-pyridyl]amino]-1-oxo-isoindolin-4-yl]-2-pyridyl]piperidine-4-carbonitrile